FC(C1=NN=C(S1)C1=NC=C2N1C=C(C=C2N2[C@@H]1[C@H](NCC2)CCC1)S(=O)(=O)NC1(CC1)C)F |o1:17,18| rel-3-(5-(difluoromethyl)-1,3,4-thiadiazol-2-yl)-N-(1-methylcyclopropyl)-8-((4aR,7aS)-octahydro-1H-cyclopenta[b]pyrazin-1-yl)imidazo[1,5-a]pyridine-6-sulfonamide